C(CC)N(C1=CC=C(C=C1)NC=1C=NC(=NC1)N(CCC)CCC)CCC N5-[4-(dipropylamino)phenyl]-N2,N2-dipropyl-2,5-Pyrimidinediamine